N-(1-methylazepan-4-yl)-4-morpholino-2-(4-phenylpyrazol-1-yl)furo[3,2-d]pyrimidine-6-carboxamide CN1CCC(CCC1)NC(=O)C1=CC=2N=C(N=C(C2O1)N1CCOCC1)N1N=CC(=C1)C1=CC=CC=C1